NC1=NC(=C(C=C1C=1C=C2CCN=CC2=CC1)C1=CC=C(C=C1)C=1CCNCC1)F 6-(2-amino-6-fluoro-5-(4-(1,2,3,6-tetrahydropyridin-4-yl)phenyl)pyridin-3-yl)-3,4-dihydroisoquinolin